(S)-2-amino-3-(4-(2-amino-4-((R)-1-(4-chloro-2-(3,4-dihydro-2H-pyran-5-yl)phenyl)-2,2,2-trifluoroethoxy)thieno[3,2-d]pyrimidin-7-yl)phenyl)propanoic acid hydrochloride Cl.N[C@H](C(=O)O)CC1=CC=C(C=C1)C1=CSC2=C1N=C(N=C2O[C@@H](C(F)(F)F)C2=C(C=C(C=C2)Cl)C=2CCCOC2)N